amino[methyl]-1-methyl-pyridin-2-one NC1=C(C(N(C=C1)C)=O)C